C(CCCC(=O)[O-])(=O)ON1C(CCC1=O)=S thiosuccinimidyl glutarate